6-[2-cyano-3-[[ethyl(methyl)sulfamoyl]amino]-6-fluoro-phenoxy]-3-[1-[1-[2-[4-[4-[(2,6-dioxo-3-piperidyl)amino]phenyl]-1-piperidyl]acetyl]-4-piperidyl]pyrazol-4-yl]-4-oxo-quinazoline C(#N)C1=C(OC=2C=C3C(N(C=NC3=CC2)C=2C=NN(C2)C2CCN(CC2)C(CN2CCC(CC2)C2=CC=C(C=C2)NC2C(NC(CC2)=O)=O)=O)=O)C(=CC=C1NS(N(C)CC)(=O)=O)F